2-decenoate C(C=CCCCCCCC)(=O)[O-]